5-(METHYLTHIO)PYRAZINE-2-BORONIC ACID CSC=1N=CC(=NC1)B(O)O